C(C)(C)(C)OC([C@H](CC1=NN(C(=N1)Br)C)N=C(C1=CC=CC=C1)C1=CC=CC=C1)=O.CC1(OB(OC1(C)C)C=1C=NNC1)C 4-(4,4,5,5-tetramethyl-1,3,2-dioxaborolan-2-yl)pyrazole tert-butyl-(2S)-3-(5-bromo-1-methyl-1,2,4-triazol-3-yl)-2-[(diphenylmethylidene)amino]propanoate